N,N'-bis(4-aminophenyl)-N,N'-dimethylbiphenyl-4,4'-diamine NC1=CC=C(C=C1)N(C1=CC=C(C=C1)C1=CC=C(C=C1)N(C)C1=CC=C(C=C1)N)C